(2R,3R)-5,7-bis(benzyloxy)-2-(3,4,5-tris(benzyloxy)phenyl)chroman-3-yl 2-ethoxy-7-hydroxybenzo[d][1,3]dioxole-5-carboxylate C(C)OC1OC2=C(O1)C(=CC(=C2)C(=O)O[C@H]2[C@H](OC1=CC(=CC(=C1C2)OCC2=CC=CC=C2)OCC2=CC=CC=C2)C2=CC(=C(C(=C2)OCC2=CC=CC=C2)OCC2=CC=CC=C2)OCC2=CC=CC=C2)O